(14S)-17-(5-aminopyridin-2-yl)-8-tert-butyl-12,12-dimethyl-2λ6-thia-3,9,11,18,23-pentaazatetracyclo[17.3.1.111,14.05,10]tetracosa-1(23),5(10),6,8,19,21-hexaene-2,2,4-trione NC=1C=CC(=NC1)C1CC[C@H]2CC(N(C=3N=C(C=CC3C(NS(C=3C=CC=C(N1)N3)(=O)=O)=O)C(C)(C)C)C2)(C)C